(dimethylamino)-1-(2-(3-(trifluoromethoxy)phenethyl)phenoxy)butan-2-ol CN(C)C(C(CC)O)OC1=C(C=CC=C1)CCC1=CC(=CC=C1)OC(F)(F)F